C(C1=CC=CC=C1)OC1=NC(=C(C(=O)N)C=C1)[C@H](C)C1CCCCC1 (R)-6-(benzyloxy)-(1-cyclohexylethyl)nicotinamide